C(CC)(=O)OC1CCC2C3CCC=4C=C(C=CC4C3CCC12C)O (3-hydroxy-13-methyl-6,7,8,9,11,12,14,15,16,17-decahydrocyclopenta[a]phenanthren-17-yl) propanoate